1-isopropyl-4-(4,4,5,5-tetramethyl-1,3-dioxolan-2-yl)-1H-pyrazole C(C)(C)N1N=CC(=C1)C1OC(C(O1)(C)C)(C)C